NC1=C2N=CN(C2=NC(=N1)Cl)[C@H]1[C@H]([C@@H]([C@](O1)(CO)C#C)O)F (2R,3R,4S,5R)-5-(6-amino-2-chloro-9H-purin-9-yl)-2-ethynyl-4-fluoro-2-(hydroxymethyl)tetrahydrofuran-3-ol